C(C(=O)O)(=O)O.C1OCC12CNC2.C2OCC21CNC1 2-Oxa-6-aza-spiro[3.3]heptane hemioxalate salt